N1(CCOCC1)NC(=O)C=1N=C(N(C1CC)C1=CC=C(C=C1)C#CCCCF)C1=C(C=C(C=C1)Cl)Cl 2-(2,4-Dichloro-phenyl)-5-ethyl-1-[4-(5-fluoro-pent-1-ynyl)-phenyl]-1H-imidazole-4-carboxylic acid morpholin-4-ylamide